ClC1=CC2=C(N(C(=N2)CCl)CCCS(=O)(=O)C)C=C1 5-chloro-2-(chloromethyl)-1-[3-(methanesulfonyl)propyl]-1H-benzimidazole